Cl.Cl.COC(=O)C1=CN(C2=CC=CC(=C12)Cl)C\C=C\[C@H]1NCCC[C@@H]1O.C(CC(=C)C)SC1CCC(CC1)=O 4-(isopentenylthio)cyclohexanone methyl-4-chloro-1-((E)-3-((2R,3S)-3-hydroxypiperidin-2-yl)allyl)-1H-indole-3-carboxylate dihydrochloride